(S)-2-((tert-butoxycarbonyl)amino)-2-(3-ethyladamantan-1-yl)acetic acid C(C)(C)(C)OC(=O)N[C@H](C(=O)O)C12CC3(CC(CC(C1)C3)C2)CC